4-methyl-benzene-1,3-diol CC1=C(C=C(C=C1)O)O